CC(C)C1C2CCC(C1N)C2 2-propan-2-ylbicyclo[2.2.1]heptan-3-amine